COC(=O)C=1C=C2C3(C(N(C2=CC1Br)C)=O)CC3 6'-bromo-1'-methyl-2'-oxospiro[cyclopropane-1,3'-indoline]-5'-carboxylic acid methyl ester